C1(CC1)NC(=O)C1=NC=C(C=C1)OC1CN(C1)CC=1C=NC=2C=C(C(NC2C1)=O)CC N-cyclopropyl-5-({1-[(7-ethyl-6-oxo-5H-1,5-naphthyridin-3-yl)methyl]azetidin-3-yl}oxy)pyridine-2-carboxamide